COC=1C=C2C(=CC=NC2=CC1OC)OC1=CC=C(C=C1)[S@](=O)(C)=N (R)-(4-((6,7-dimethoxyquinolin-4-yl)oxy)phenyl)(imino)(methyl)-λ6-sulfanone